3-[5-(3-aminocyclobutoxy)-6-methylpyrazin-2-yl]-1H-indole-7-carbonitrile NC1CC(C1)OC=1N=CC(=NC1C)C1=CNC2=C(C=CC=C12)C#N